C(N)(=O)C[C@H](CC(=O)O)CC(C)C (R)-(-)-3-carbamoylmethyl-5-methylhexanoic acid